3-methyl-5-(thiophen-2-yl)-1,2,3,6-tetrahydropyridine CC1CNCC(=C1)C=1SC=CC1